ClC=1C=CC=2N(C1)N=CC2S(=O)(=O)NC2=NC(=C(C=C2F)OCC(F)F)OC 6-chloro-N-(5-(2,2-difluoroethoxy)-3-fluoro-6-methoxypyridin-2-yl)pyrazolo[1,5-a]pyridine-3-sulfonamide